ClC=1N=NC(=CC1)C=1C=NN(C1)C 3-Chloro-6-(1-methyl-1H-pyrazol-4-yl)pyridazine